C(CCCCCCCCCCC)C1=C(C=CC=C1)NC(NC1=C(C=CC=C1)CCCCCCCCCCCC)=O di(dodecylphenyl)urea